O1C(OC2=CC=CC=C12)CO\N=C(/C#N)\C1=CC=CC=C1 (Z)-1,3-dioxaindol-2-ylmethoxyimino(phenyl)acetonitrile